trans-N-[4-[5-[4-amino-2-(ethylsulfamoyl)phenyl]thiazol-2-yl]cyclohexyl]carbamic acid cyclopropyl ester C1(CC1)OC(N[C@@H]1CC[C@H](CC1)C=1SC(=CN1)C1=C(C=C(C=C1)N)S(NCC)(=O)=O)=O